N1(CCCC1)CCOCC 1-(2-pyrrolidinylethoxy)ethane